BrC1=C(C=CC(=C1)[N+](=O)[O-])I bromo-1-iodo-4-nitrobenzene